phenylethylfurfuryl alcohol C1(=CC=CC=C1)CCC(C1=CC=CO1)O